tert-Butyl (2-fluoro-4-((2-(3-methoxy-3-methylazetidin-1-yl)pyridin-4-yl)oxy)phenyl)carbamate FC1=C(C=CC(=C1)OC1=CC(=NC=C1)N1CC(C1)(C)OC)NC(OC(C)(C)C)=O